trans-((6-Methylpyridin-3-yl)oxy)-cyclohexanecarboxylic acid hydrazide CC1=CC=C(C=N1)OC1(CCCCC1)C(=O)NN